5-(2-amino-[1,2,4]triazolo[1,5-a]pyridin-7-yl)-2-ethyl-N-(2-fluoro-5-(trifluoromethyl)benzyl)nicotinamide calcium-aluminum [Al].[Ca].NC1=NN2C(C=C(C=C2)C=2C=NC(=C(C(=O)NCC3=C(C=CC(=C3)C(F)(F)F)F)C2)CC)=N1